chloro-[1,1'-biphenyl]-2-carbaldehyde ClC1=C(C(=CC=C1)C1=CC=CC=C1)C=O